ClC=1C=C(C=CC1F)C(C=1NC(=C(N1)S(=O)(=O)C)C)OC1(CCCC1)C 2-((3-chloro-4-fluorophenyl)((1-methylcyclopentyl)oxy)methyl)-5-methyl-4-(methylsulfonyl)-1H-imidazole